1-(4-((2-((5-(1H-pyrazol-4-yl)thiazolo[5,4-b]-pyridin-2-yl)amino)-pyridin-4-yl)methyl)-piperazin-1-yl)-2-methoxyethanone N1N=CC(=C1)C1=CC=C2C(=N1)SC(=N2)NC2=NC=CC(=C2)CN2CCN(CC2)C(COC)=O